3,4,5-trihydroxybenzoic acid ethyl ester C(C)OC(C1=CC(=C(C(=C1)O)O)O)=O